NC1=C2N=CN(C2=NC=N1)[C@H]1[C@@H]([C@@H]([C@H](O1)COP1(OCCC(O1)C1=CC(=CC=C1)C(F)(F)F)=S)O)O 2-(((2r,3s,4r,5r)-5-(6-amino-9H-purin-9-yl)-3,4-dihydroxytetrahydrofuran-2-yl)methoxy)-4-(3-(trifluoromethyl)phenyl)-1,3,2-dioxaphosphorinane 2-sulfide